6-chlorouridine 5'-triphosphate P(O)(=O)(OP(=O)(O)OP(=O)(O)O)OC[C@@H]1[C@H]([C@H]([C@@H](O1)N1C(=O)NC(=O)C=C1Cl)O)O